CN1N=CC=C1C1=CC=2C(=NC=C(C2)C2=CC(CC2)=O)N1S(=O)(=O)C1=CC=C(C)C=C1 3-(2-(1-methyl-1H-pyrazol-5-yl)-1-tosyl-1H-pyrrolo[2,3-b]pyridin-5-yl)cyclopent-2-en-1-one